6-fluoro-5-{[(2R,3S)-1-[(5-fluoro-2-methyl-3-oxo-4H-quinoxalin-6-yl)methyl]-2-methylazetidin-3-yl]oxy}pyridine-2-carbonitrile FC1=C(C=CC(=N1)C#N)O[C@@H]1[C@H](N(C1)CC=1C(=C2NC(C(=NC2=CC1)C)=O)F)C